Cl.C1(CC1)CN1CC(C(CC1)(O)C=1C=C(C(=O)N)C=CC1)CN(C)C 3-(1-(cyclopropylmethyl)-3-((dimethylamino)methyl)-4-hydroxypiperidin-4-yl)benzamide hydrochloride